B(OC(C)(C)C)(OC=1C=C2CCC(N(C2=CC1)C)=O)[O-] tert-butyl (1-methyl-2-oxo-1,2,3,4-tetrahydroquinolin-6-yl) borate